FC(CN1CC=CC=C1)(F)F 1-(2,2,2-trifluoroethyl)pyridin